2-chloro-4-[3-(trifluoromethyl)phenoxy]pyrimidine ClC1=NC=CC(=N1)OC1=CC(=CC=C1)C(F)(F)F